N(=[N+]=[N-])\C(\C(=O)OC)=C/C1=C(C=C(C(=C1)F)Cl)Br methyl (Z)-2-azido-3-(2-bromo-4-chloro-5-fluorophenyl)acrylate